FC(C(=O)O)(F)F.FC(N1C2=C(C=3C=CC(=CC13)C=1C=C(C(=NC1)N1CCC(CC1)CCN1CCN(CC1)C=1C=C3C(N(C(C3=CC1)=O)C1C(NC(CC1)=O)=O)=O)F)C=NC=C2)F 5-[4-[2-[1-[5-[5-(difluoromethyl)pyrido[4,3-B]indol-7-yl]-3-fluoro-2-pyridinyl]-4-piperidinyl]ethyl]piperazin-1-yl]-2-(2,6-dioxo-3-piperidinyl)isoindoline-1,3-dione trifluoroacetate